N,N-dimethyl-N-4-vinylbenzylamine CN(CC1=CC=C(C=C1)C=C)C